Cl.Cl.CN(CCCN=C=NCC)C 1-(3-Dimethylaminopropyl)-3-ethylcarbodiimide hydrochloride hydrochloride